7-[2-(DIFLUOROMETHOXY)-5-[(1S,2S,6R,8S)-2,9,9-TRIMETHYL-3,5-DIOXA-4-BORATRICYCLO[6.1.1.02,6]DECAN-4-YL]PHENYL]CINNOLIN-4-AMINE FC(OC1=C(C=C(C=C1)B1O[C@]2([C@@H]3C([C@H](C[C@H]2O1)C3)(C)C)C)C3=CC=C1C(=CN=NC1=C3)N)F